O=C1NC2=C(N1)C=CC(=C2)NC(=O)NC2=CC=CC=C2 (2-oxo-2,3-dihydro-1H-benzo[d]imidazol-5-yl)-3-phenylurea